(1S)-N-{(1S)-1-[5-(7-Methoxy-2-methylchinolin-6-yl)-1,3-oxazol-2-yl]-7-oxononyl}-6-methyl-6-azaspiro[2.5]octan-1-carboxamid COC1=C(C=C2C=CC(=NC2=C1)C)C1=CN=C(O1)[C@H](CCCCCC(CC)=O)NC(=O)[C@H]1CC12CCN(CC2)C